(R)-(2-(tert-butyl)oxazol-5-yl)(4-(pyrazolo[1,5-a]pyridin-2-yl)-1,4,6,7-tetrahydro-5H-imidazo[4,5-c]pyridin-5-yl)methanone C(C)(C)(C)C=1OC(=CN1)C(=O)N1[C@H](C2=C(CC1)NC=N2)C2=NN1C(C=CC=C1)=C2